(3-(trifluoromethyl)phenyl)(4-(((2R,3R,4R,5S)-3,4,5-trihydroxy-2-(hydroxymethyl)piperidin-1-yl)methyl)piperidin-1-yl)methanone FC(C=1C=C(C=CC1)C(=O)N1CCC(CC1)CN1[C@@H]([C@H]([C@@H]([C@H](C1)O)O)O)CO)(F)F